monosodium 2-methyl-2-[(1-oxo-2-propenyl)amino]-1-propanesulfonate salt CC(CS(=O)(=O)[O-])(C)NC(C=C)=O.[Na+]